C(C)C(CO)(CO)CC 2,2-diethylpropane-1,3-diol